CC=1SC(=C(N1)C1=CC=CC=C1)OC1=CC(=NC=C1)NC=1C=C(C(=O)N)C=CN1 2-((4-((2-Methyl-4-phenylthiazol-5-yl)oxy)pyridin-2-yl)amino)isonicotinamide